8-(2,2-difluoro-7-azaspiro[3.5]nonan-7-yl)-3-(5-(difluoromethyl)-1,3,4-thiadiazol-2-yl)-N-(1-methylcyclopropyl)imidazo[1,2-a]pyridine-6-sulfonamide FC1(CC2(C1)CCN(CC2)C=2C=1N(C=C(C2)S(=O)(=O)NC2(CC2)C)C(=CN1)C=1SC(=NN1)C(F)F)F